tert-butyl N-[(1S,2R)-1-carbamoyl-2-(6-fluoro-2,3-dimethylphenyl)propyl]carbamate C(N)(=O)[C@H]([C@H](C)C1=C(C(=CC=C1F)C)C)NC(OC(C)(C)C)=O